C(C(C)C)C1=C(OC=CC1=O)CC(C)C diisobutyl-4-pyrone